tert-butyl ((3S,4R)-4-fluoropiperidin-3-yl)carbamate F[C@H]1[C@H](CNCC1)NC(OC(C)(C)C)=O